7-(8-chloronaphthalen-1-yl)-6,8-difluoro-2-(((2R,7aS)-2-fluorotetrahydro-1H-pyrrolizin-7a(5H)-yl)-methoxy)-4-((1S,5R)-1-methyl-3,8-diazabicyclo-[3.2.1]octan-3-yl)quinazoline ClC=1C=CC=C2C=CC=C(C12)C1=C(C=C2C(=NC(=NC2=C1F)OC[C@]12CCCN2C[C@@H](C1)F)N1C[C@@]2(CC[C@H](C1)N2)C)F